(2S,3S,4R,5R)-5-(2-amino-4-chloro-7H-pyrrolo[2,3-d]pyrimidin-7-yl)-2-fluoro-2-(hydroxymethyl)tetrahydrofuran-3,4-diol NC=1N=C(C2=C(N1)N(C=C2)[C@H]2[C@@H]([C@@H]([C@](O2)(CO)F)O)O)Cl